C(#N)C=1C=2N(C=C(C1)C(C(=O)N)N1C(C3=CC=C(C=C3C(=N1)C(C)C)C(F)(F)F)=O)C=NN2 (8-cyano-[1,2,4]triazolo[4,3-a]pyridin-6-yl)-2-(4-isopropyl-1-oxo-6-(trifluoromethyl)phthalazin-2(1H)-yl)acetamide